Cl.N1C=C(C2=CC=CC=C12)CCN(CC=C)C(C)C N-(2-(1H-indol-3-yl)ethyl)-N-isopropylprop-2-en-1-amine hydrochloride